(R)-tert-Butyl 3-((S)-3-(3-bromobenzofuran-6-yl)-1-(tert-butoxy)-1-oxopropan-2-yl)pyrrolidine-1-carboxylate BrC1=COC2=C1C=CC(=C2)C[C@H](C(=O)OC(C)(C)C)[C@@H]2CN(CC2)C(=O)OC(C)(C)C